N(=[N+]=[N-])C1=NC(=NN1C)Br 5-Azido-3-bromo-1-methyl-1,2,4-triazole